ClC1=CC=C(CN2C=3N(C4=C(C2=O)CN(CC4)CC4=CC(=CC=C4)C#N)N=CN3)C=C1 4-(4-Chlorobenzyl)-7-(3-cyanobenzyl)-6,7,8,9-tetrahydropyrido[3,4-e][1,2,4]triazolo[1,5-a]pyrimidin-5(4H)-one